[Si](C)(C)(C(C)(C)C)O[C@]1(NC=C(C=C1)C1(CCCCC1)C1=CC(=CC=C1)C(F)(F)F)C(=O)N (1S,2S,5S)-2-((tert-butyldimethylsilyl)oxy)-5-(3-(trifluoromethyl)phenylcyclohexyl)-picolinamide